tert-butyl 6-((4-decylphenyl)carbamoyl)-2,6-diazaspiro[3.3]heptane-2-carboxylate C(CCCCCCCCC)C1=CC=C(C=C1)NC(=O)N1CC2(CN(C2)C(=O)OC(C)(C)C)C1